ClC=1C=C(C=CC1F)NC1=NC2=CC=CC=C2C(=N1)NC1CCCCC1 N2-(3-chloro-4-fluorophenyl)-N4-cyclohexylquinazoline-2,4-diamine